C(C1=CC=CC=C1)SC1=CC(=C(CN2C(CN(C=3C=NC=4C=C(C=CC4C32)OC)C(=O)OC(C)(C)C)=O)C(=C1)F)F tert-butyl 1-(4-(benzylthio)-2,6-difluorobenzyl)-8-methoxy-2-oxo-2,3-dihydropyrazino[2,3-c]quinoline-4(1H)-carboxylate